tert-butyl benzyl((5-methyl-6-((1-(naphthalen-1-yl)cyclopropyl) carbamoyl)-1H-indol-2-yl)methyl)carbamate C(C1=CC=CC=C1)N(C(OC(C)(C)C)=O)CC=1NC2=CC(=C(C=C2C1)C)C(NC1(CC1)C1=CC=CC2=CC=CC=C12)=O